C(CCC)C1=C(N=C2N1CCN=C2)CO butyl-2-(hydroxymethyl)-5,6-dihydroimidazo[1,2-a]pyrazine